N-(tert-butyloxycarbonyl)cystamine C(C)(C)(C)OC(=O)NCCSSCCN